ClC=1C=C2C(NNC(C2=CC1)=O)=O 6-chloro-2,3-dihydrophthalazine-1,4-dione